C(C1=CC=CC=C1)(=S)[O-].C[N+](C)(C)C tetramethylammonium thiobenzoate